(E)-1-(2,4-dibromophenyl)-3-(pyridin-2-yl)prop-2-en-1-one BrC1=C(C=CC(=C1)Br)C(\C=C\C1=NC=CC=C1)=O